tert-butyl 6-chloro-2-fluoro-3',6'-dihydro-[3,4'-bipyridine]-1'(2'H)-carboxylate ClC1=CC=C(C(=N1)F)C=1CCN(CC1)C(=O)OC(C)(C)C